1-(4-tert-butylphenyl)-3-(4-methoxy-phenyl)propane-1,3-dione C(C)(C)(C)C1=CC=C(C=C1)C(CC(=O)C1=CC=C(C=C1)OC)=O